N-(6-(1-methyl-1H-pyrazol-4-yl)isoquinolin-3-yl)-1-(3,3,3-trifluoropropyl)piperidine-4-carboxamide CN1N=CC(=C1)C=1C=C2C=C(N=CC2=CC1)NC(=O)C1CCN(CC1)CCC(F)(F)F